O(P([O-])(=O)OP(=O)([O-])[O-])C=CCC butenyl diphosphate